ClCCNP(NCCCl)(O)=O N,N'-bis[(2-chloroethyl)]phosphoric acid diamide